5-bromo-1-cyclopropylpyrazolo[3,4-b]pyridine BrC=1C=C2C(=NC1)N(N=C2)C2CC2